OCC(=O)NC1=CC=C(C=C1)S(=O)(=O)NC1=C(N=CS1)C(=O)O 5-{[4-(2-hydroxyacetylamino)phenyl]sulfonylamino}-1,3-thiazole-4-carboxylic acid